COC=1C=C(C=CC1OC)C([2H])([2H])C1C(CC12CCNCC2)N2C(CNCC2)C2=C(C=CC=C2)C(C)C ((3,4-dimethoxyphenyl)methyl-d2)-2-(2-isopropylphenylpiperazin-1-yl)-7-azaspiro[3.5]nonane